methyl 3-(4-(3-fluoro-5-(imidazo[1,2-a]pyridine-3-carboxamido)-4-methylphenyl)oxazol-2-yl)azetidine-1-carboxylate FC=1C=C(C=C(C1C)NC(=O)C1=CN=C2N1C=CC=C2)C=2N=C(OC2)C2CN(C2)C(=O)OC